propyl 4-{3-(cyanomethyl)-3-[4-(7H-pyrrolo[2,3-d]pyrimidin-4-yl)-1H-pyrazol-1-yl]azetidin-1-yl}piperidine-1-carboxylate C(#N)CC1(CN(C1)C1CCN(CC1)C(=O)OCCC)N1N=CC(=C1)C=1C2=C(N=CN1)NC=C2